NC1=NNC2=C1C(=NC(=C2)C2=CC=C(C=C2)NS(=O)(=O)C2=C(C=CC(=C2)OC)F)C N-(4-(3-amino-4-methyl-1H-pyrazolo[4,3-c]pyridin-6-yl)phenyl)-2-fluoro-5-methoxybenzenesulfonamide